ClC1=NC=CC(=C1F)N 2-chloro-3-fluoro-pyridin-4-amine